COC(=O)/C=C/C(=O)NCC(C(=O)O)NC(=O)[C@H](CCSC)N The molecule is a dipeptide composed of 3-{[(2E)-4-methoxy-4-oxobut-2-enoyl]amino}alanine and L-methionine joined by peptide linkages. It has a role as a metabolite. It is a dipeptide and a methyl ester. It derives from a L-methionine and a 3-aminoalanine.